OC1=CC=C(C=C1)/C(=C(\CC)/C1=CC=CC=C1)/C1=CC=C(OCCCCN2CCN(CC2)C=2C=C3CN(C(C3=CC2)=O)[C@@H]2C(NC(CC2)=O)=O)C=C1 (Z)-(S)-3-(5-(4-(4-(4-(1-(4-hydroxyphenyl)-2-phenyl-but-1-en-1-yl)phenoxy)butyl)piperazin-1-yl)-1-oxoisoindolin-2-yl)piperidine-2,6-dione